(R)-N-((5-fluoro-2-hydroxyphenyl)(1H-indol-2-yl)methyl)-3-methyl-5-(5-(4-(pyrrolidin-1-ylmethyl)piperidin-1-yl)pyrimidin-2-yl)benzamide FC=1C=CC(=C(C1)[C@@H](NC(C1=CC(=CC(=C1)C1=NC=C(C=N1)N1CCC(CC1)CN1CCCC1)C)=O)C=1NC2=CC=CC=C2C1)O